N[C@@H](C)C(=O)OC(CCCCCCCCCCCCCCCCC)=O.[K] potassium stearoyl alaninate